benzenehexanethiol C1(=CC=CC=C1)CCCCCCS